amino-1-(4-aminophenyl)-2-oxo-7-(difluoromethyl)-1,2-dihydroquinoline-3-carboxylic acid methyl ester COC(=O)C=1C(N(C2=CC(=CC=C2C1N)C(F)F)C1=CC=C(C=C1)N)=O